ClC1=C(N=C(C(=N1)C(=O)OC)NC1=CC=C(C=C1)N1CCOCC1)OC Methyl 6-chloro-5-methoxy-3-(4-morpholinoanilino)pyrazine-2-carboxylate